ClC1=CC2=C(N(C(CN=C2N2C[C@H](N(C[C@@H]2C)C(=O)OC(C)(C)C)C)=O)CC(C)(C)C)N=C1C1=C(C=CC=C1)F tert-Butyl (2R,5S)-4-(7-chloro-8-(2-fluorophenyl)-1-neopentyl-2-oxo-2,3-dihydro-1H-pyrido[2,3-e][1,4]diazepin-5-yl)-2,5-dimethylpiperazine-1-carboxylate